C(C1=CC=CC=C1)OC(=O)NC(C)C1=CC(=NC(=C1)C1=CC=C(C=C1)F)OC1[C@@H]2CN(C[C@H]12)C(=O)[O-] (1R,5S,6s)-6-((4-(1-(((benzyloxy)carbonyl)amino)ethyl)-6-(4-fluorophenyl)pyridin-2-yl)oxy)-3-azabicyclo[3.1.0]hexane-3-carboxylate